7-Bromo-2-methylpyrazolo[4,3-c]pyridine BrC=1C=2C(C=NC1)=CN(N2)C